1-tert-butyl 2-methyl (2S)-4,4-difluoropyrrolidin-1,2-dicarboxylate FC1(C[C@H](N(C1)C(=O)OC(C)(C)C)C(=O)OC)F